selenic amide [Se](N)(O)(=O)=O